4-(2-fluoro-5-nitrophenyl)-4-hydroxybutan FC1=C(C=C(C=C1)[N+](=O)[O-])C(CCC)O